4-(4H-1,2,4-triazole-4-yl)-4H-1,2,4-triazole N=1N=CN(C1)N1C=NN=C1